6-bromo-2-chloro-4-[3-[2-(1-piperidyl)ethoxy]pyrrolidin-1-yl]pyrrolo[2,1-f][1,2,4]triazine BrC=1C=C2C(=NC(=NN2C1)Cl)N1CC(CC1)OCCN1CCCCC1